(2R)-1-(1H-indazol-4-yl)propan-2-amine dihydrochloride Cl.Cl.N1N=CC2=C(C=CC=C12)C[C@@H](C)N